3-(4-hydroxy-3-methoxy-phenyl)-1-(2-hydroxy-phenyl)-propenone COC1=C(C=CC(=C1)/C=C/C(=O)C2=CC=CC=C2O)O